[K].C1CCC2=C(C=3CCCC3C=C12)NC(=O)NS(=O)(=O)C=1N=NC(=CC1)OC N-((1,2,3,5,6,7-Hexahydro-s-indacen-4-yl)carbamoyl)-6-methoxypyridazine-3-sulfonamide, Potassium Salt